(6-methyl-5-(3-(p-tolyl)ureido)pyridin-2-yl)carbamic acid tert-butyl ester C(C)(C)(C)OC(NC1=NC(=C(C=C1)NC(=O)NC1=CC=C(C=C1)C)C)=O